2-(aminomethyl)pyrimidine-5-carbonitrile NCC1=NC=C(C=N1)C#N